1,2-di-(9Z,12Z-octadecadienoyl)-sn-glycero-3-phosphocholine CCCCC/C=C\C/C=C\CCCCCCCC(=O)OC[C@H](COP(=O)([O-])OCC[N+](C)(C)C)OC(=O)CCCCCCC/C=C\C/C=C\CCCCC